ClC1=C(C#N)C(=CC=N1)NC=1C(=NC(=CC1)OC1=CC=CC=C1)C 2-chloro-4-((2-methyl-6-phenoxypyridin-3-yl)amino)nicotinonitrile